5'-(4-carboxyphenyl)-[2,2'-bipyridine]-5-carboxylic acid C(=O)(O)C1=CC=C(C=C1)C=1C=CC(=NC1)C1=NC=C(C=C1)C(=O)O